6,6-Dimethyl-4-(3-((2-((3-methyl-1-(1-methylpyrrolidin-3-yl)-1H-pyrazol-4-yl)amino)-5-(trifluoromethyl)pyrimidin-4-yl)amino)propyl)-1,4-oxazepan-5-on CC1(C(N(CCOC1)CCCNC1=NC(=NC=C1C(F)(F)F)NC=1C(=NN(C1)C1CN(CC1)C)C)=O)C